4-(Isopropylamino)-3-nitroquinoline C(C)(C)NC1=C(C=NC2=CC=CC=C12)[N+](=O)[O-]